NC1CCC2=CC=CC=C12 1-aminoindane